C1(CCCCC1)C=1N=CC(=NC1)CN(C(=O)[C@@H]1N(CC1)S(=O)(=O)C1=C(C(=C(C(=C1F)C)F)F)F)C1=CC(=C(C(=O)O)C=C1)O (R)-4-(N-((5-cyclohexylpyrazin-2-yl)methyl)-1-((2,3,4,6-tetrafluoro-5-methylphenyl)sulfonyl)azetidine-2-carboxamido)-2-hydroxybenzoic acid